C(C)(C)(C)OC(=O)N1CCCC=C1C1CCC(CC1)(F)F.C(#N)C(C)(C)C=1C=C(C(=O)NC(C)C2=NC=CN=C2C2=NC=C(C=C2)F)C=C(C1)C(F)(F)F 3-(1-cyano-1-methyl-ethyl)-N-[1-[3-(5-fluoro-2-pyridyl)pyrazin-2-yl]ethyl]-5-(trifluoromethyl)benzamide tert-butyl-6-(4,4-difluorocyclohexan-1-yl)-3,4-dihydro-2H-pyridine-1-carboxylate